FC1(C(C1)(C)C1=CC=CC(=N1)C1=NC2=CC(=NC=C2C=C1)CN)F [2-[6-(2,2-difluoro-1-methyl-cyclopropyl)-2-pyridinyl]-1,6-naphthyridin-7-yl]methylamine